N-(2-fluoro-4-(1-methylazetidin-3-yl)phenyl)-2-(3-(4-fluorophenyl)-5-isopropylisoxazol-4-yl)oxazole-4-carboxamide FC1=C(C=CC(=C1)C1CN(C1)C)NC(=O)C=1N=C(OC1)C=1C(=NOC1C(C)C)C1=CC=C(C=C1)F